Hymecromon CC1=CC(=O)OC2=C1C=CC(=C2)O